(S)-2-(5-(4-(methylsulfonyl)phenyl)isoindoline-2-carbonyl)pyrrolidine-1-carbonitrile CS(=O)(=O)C1=CC=C(C=C1)C=1C=C2CN(CC2=CC1)C(=O)[C@H]1N(CCC1)C#N